NC1=NC=CC2=C(C=CC=C12)C=1C=C2C(=NN(C2=CC1)C1CCCC1)COC1=C(C=CC=C1)CC(=O)O 2-(2-((5-(1-aminoisoquinolin-5-yl)-1-cyclopentyl-1H-indazol-3-yl)methoxy)phenyl)acetic acid